6-chloro-5'-(5-chloro-2-methylphenyl)-2'-(6-isopropoxy-4-methoxypyridin-3-yl)-3'-isopropyl-3'H-spiro[indoline-3,4'-pyrrolo[3,4-d]imidazole]-2,6'(5'H)-dione ClC1=CC=C2C(=C1)NC(C21N(C(C=2N=C(N(C21)C(C)C)C=2C=NC(=CC2OC)OC(C)C)=O)C2=C(C=CC(=C2)Cl)C)=O